FC=1C=C(C=CC1)C=1C(=C2C(=C(C(N(C2=CC1)CC(C)C)=O)C(=O)N)O)N1CCN(CC1)C (3-fluorophenyl)-4-hydroxy-1-isobutyl-5-(4-methylpiperazin-1-yl)-2-oxo-1,2-dihydroquinoline-3-carboxamide